ethyl 2'-(N-(4,5-dimethylisothiazol-3-yl)-N-((2-(trimethylsilyl) ethoxy) methyl) sulfamoyl)-2-(ethoxymethyl)-[1,1'-biphenyl]-4-carboxylate CC=1C(=NSC1C)N(S(=O)(=O)C1=C(C=CC=C1)C1=C(C=C(C=C1)C(=O)OCC)COCC)COCC[Si](C)(C)C